C(C)(C)(C)OC(=O)N1CCC2(C(N(C(N2CC)=O)C2CCC(CC2)C(F)(F)F)=O)CCC1 1-Ethyl-2,4-dioxo-3-(4-(trifluoromethyl)cyclohexyl)-1,3,8-triazaspiro[4.6]undecane-8-carboxylic acid tert-butyl ester